C(C)(C)(C)OC(NCCC1=CC=C(C=C1)OCCN1CCCCCC1)=O 4-(2-(azepan-1-yl)ethoxy)phenethylcarbamic acid tert-butyl ester